8-(3,3-difluoro-4-((5-(trifluoromethyl)pyrazin-2-yl)oxy)pyrrolidin-1-yl)-6-(2,4-dimethoxypyrimidin-5-yl)imidazo[1,2-b]pyridazine FC1(CN(CC1OC1=NC=C(N=C1)C(F)(F)F)C=1C=2N(N=C(C1)C=1C(=NC(=NC1)OC)OC)C=CN2)F